2-((3-((2-(2,5-dioxo-2,5-dihydro-1H-pyrrol-1-yl)ethyl)amino)-3-oxopropoxy)methyl)-2-(2-iodoacetamido)propane O=C1N(C(C=C1)=O)CCNC(CCOCC(C)(C)NC(CI)=O)=O